CN(CCCN1C(=CC2=C1N=C(C(=C2N)C)CC)C)C 1-(3-(dimethylamino)propyl)-6-ethyl-2,5-dimethyl-1H-pyrrolo[2,3-b]pyridin-4-amine